O[C@H]1CN(CC[C@@H]1CN1C2=NC=NC(=C2N=C1)N(CC1=CC=C(C=C1)C(F)(F)F)C(C)C)CC(=O)N ((3R,4R)-3-hydroxy-4-((6-(isopropyl(4-(trifluoromethyl)benzyl)amino)-9H-purin-9-yl)methyl)piperidin-1-yl)acetamide